CC1=CC=CC(=N1)C1=NC=CC(=N1)NC1=NC(=NC=C1)NC1=CC(=CS1)C(=O)N1CCNCC1 [5-[[4-[[2-(6-methyl-2-pyridyl)pyrimidin-4-yl]amino]pyrimidin-2-yl]amino]-3-thienyl]-piperazin-1-yl-methanone